CN1[C@@H](CCC1)C1=C(C=CC(=N1)N)C1COCC1 6-((S)-1-methylpyrrolidin-2-yl)-5-(tetrahydrofuran-3-yl)pyridin-2-amine